N1[C@@H](CCC1)C(=O)N[C@@H](CC(C)(C)C)C(=O)N[C@@H](C[C@H]1C(NCCC1)=O)C#N prolyl-N-{(1S)-1-cyano-2-[(3S)-2-oxopiperidin-3-yl]ethyl}-4-methyl-L-leucinamide